C(C=C)(=O)NC1=C(C=C(C(=C1)NC1=NC=CC(=N1)C1=CN(C2=CC=CC=C12)C12CC(C1)C2)OC)N(CCN(C(OC(C)(C)C)=O)C)C tert-butyl (2-((2-acrylamido-4-((4-(1-(bicyclo[1.1.1]pentan-1-yl)-1H-indol-3-yl)pyrimidin-2-yl)amino)-5-methoxyphenyl)(methyl) amino)ethyl)(methyl)carbamate